Ethyl (1-(benzo[d][1,3]dioxol-5-yl)propan-2-yl)carbamate O1COC2=C1C=CC(=C2)CC(C)NC(OCC)=O